L-leucine methyl ester COC([C@@H](N)CC(C)C)=O